CC(C=C)(C(OC)OC)OC(C)=O 3-methyl-3-acetoxy-4,4-dimethoxy-1-butene